5-Chloro-N-(((2S,3R,6S)-2,6-dimethylmorpholin-3-yl)methyl)pyrimidin-2-amine hydrochloride Cl.ClC=1C=NC(=NC1)NC[C@H]1NC[C@@H](O[C@H]1C)C